N-(4-(5-(2-(4,4-difluoropyridin-1-yl)-3-fluoro-6-methylpyridin-4-yl)-1,3,4-oxadiazol-2-yl)-3-(6-azaspiro[2.5]oct-6-yl)phenyl)-2-hydroxyethane-1-sulfonamide FC1(C=CN(C=C1)C1=NC(=CC(=C1F)C1=NN=C(O1)C1=C(C=C(C=C1)NS(=O)(=O)CCO)N1CCC2(CC2)CC1)C)F